CN1[C@@H](CCC1)COC=1N=C(C2=C(N1)OC(CC2)C2=CC=CC1=C2C=2C=NN(C2C=C1)C1OCCCC1)N1C[C@@H](NCC1)CC#N 2-((2S)-4-(2-(((S)-1-methylpyrrolidin-2-yl)methoxy)-7-(3-(tetrahydro-2H-pyran-2-yl)-3H-benzo[e]indazol-9-yl)-6,7-dihydro-5H-pyrano[2,3-d]pyrimidin-4-yl)piperazin-2-yl)acetonitrile